(S)-1-methyl-N-(4-((4-chlorobenzyl)oxy)benzyl)pyrrolidine-2-carboxamide tert-butyl-(2S,3R)-3-amino-2-(fluoromethyl)pyrrolidine-1-carboxylate C(C)(C)(C)OC(=O)N1[C@@H]([C@@H](CC1)N)CF.CN1[C@@H](CCC1)C(=O)NCC1=CC=C(C=C1)OCC1=CC=C(C=C1)Cl